OC[C@H](C)N1C=NC2=C(C1=O)C=C(N=C2C=2C=NC=CC2)C2=CC=C(C=C2)OC(F)(F)F (S)-3-(1-hydroxy-prop-2-yl)-8-(pyridin-3-yl)-6-(4-(trifluoromethoxy)phenyl)pyrido[3,4-d]pyrimidin-4(3H)-one